FC1=CC=2C(NN=C3[C@@H]([C@H](NC(=C1)C32)C3=CC=C(C=C3)F)C=3N(N=CN3)C)=O (11S,12R)-7-fluoro-11-(4-fluorophenyl)-12-(2-methyl-1,2,4-triazol-3-yl)-2,3,10-triazatricyclo[7.3.1.05,13]trideca-1,5(13),6,8-tetraen-4-one